(S)-(1-(4,4-Difluorocyclohexyl)-3-(dimethyl-(oxo)-lambda6-sulfanylidene)-2-oxopropyl)carbamic acid tert-butyl ester C(C)(C)(C)OC(N[C@H](C(C=S(=O)(C)C)=O)C1CCC(CC1)(F)F)=O